4-Methoxyphenethyl 4-(dimethyl (phenyl) silyl)-2,2-difluorobutanoate C[Si](CCC(C(=O)OCCC1=CC=C(C=C1)OC)(F)F)(C1=CC=CC=C1)C